C(CCCCCCCCC=1C(=O)NC(C1)=O)C=1C(=O)NC(C1)=O (1,9-nonanediyl)bismaleimide